The molecule is a 1,2,4-triazole compound having a 3,5-bis(2-cyano-2-propyl)benzyl group at the 1-position. It has a role as an antineoplastic agent and an EC 1.14.14.14 (aromatase) inhibitor. It is a member of triazoles and a nitrile. CC(C)(C#N)C1=CC(=CC(=C1)CN2C=NC=N2)C(C)(C)C#N